4-(cyclopentylamino)-2-(methylthio)pyrimidine C1(CCCC1)NC1=NC(=NC=C1)SC